FC([C@@H](C)N)(F)F ((R)-1,1,1-trifluoropropan-2-yl)amine